C(C1=CC=CC=C1)=C1C(OC2=C(C1=O)C=CC=C2)C2=CC=CC=C2 3-benzylidene-2-phenyl-2,3-dihydro-4H-1-benzopyran-4-one